FC1N(C(=CC=C1C1=C(C=CC=C1)S(=O)(=O)N)F)C=1C(=C2C=NC(=NC2=CC1)OC)N1CCN(CC1)C(\C=C\C(C)=O)=O ((E)-2,6-difluoro-N-(2-methoxy-5-(4-(4-oxopent-2-enoyl)piperazin-1-yl)quinazolin-6-yl)pyridin-3-yl)benzenesulfonamide